2-amino-2-(4-isopropoxypyridin-3-yl)acetonitrile NC(C#N)C=1C=NC=CC1OC(C)C